C1(CCCCC1)C[C@H](C(=O)N1CC([C@](CC1)(O)CC1=NC(=CC(N1)=O)C1=CC=CC=C1)(C)C)C ((R)-1-((R)-3-cyclohexyl-2-methylpropanoyl)-4-hydroxy-3,3-dimethylpiperidine-4-yl)methyl-6-phenylpyrimidin-4(3H)-one